(4-morpholinophenyl)benzofuran-6-carbaldehyde O1CCN(CC1)C1=CC=C(C=C1)C=1OC2=C(C1)C=CC(=C2)C=O